methyl 1-ethylpyrrolo[2,3-b]pyridine-5-carboxylate C(C)N1C=CC=2C1=NC=C(C2)C(=O)OC